FC1=C(/C=N/O)C=CC=C1 (E)-2-fluorobenzaldehyde oxime